P(=O)(O)(O)O.C(C)C(N(CCO)CCO)CC diethyl-N,N-bis(2-hydroxyethyl)aminomethane phosphate